IC1=C(C(=O)N(C)C=2SC=C(N2)C2=CC=NC(=C2)NC(C)C)C=CC=C1 Iodo-N-[4-(6-(isopropylamino)pyridine-4-yl)-1,3-thiazol-2-yl]-N-methyl-benzamide